(+)-Sparteine C1CCN2C[C@H]3C[C@@H]([C@H]2C1)CN4[C@H]3CCCC4